ClC=1C=C(C=C(C1)Cl)S(=O)(=O)C/C(=C/CN)/F (Z)-4-(3,5-dichlorophenylsulfonyl)-3-fluorobut-2-en-1-amine